1-(3-(3-(1H-imidazol-1-yl)quinoxaline-6-carbonyl)-2,4-difluorophenyl)-3-(4-chloro-3-fluorophenyl)urea N1(C=NC=C1)C=1C=NC2=CC=C(C=C2N1)C(=O)C=1C(=C(C=CC1F)NC(=O)NC1=CC(=C(C=C1)Cl)F)F